N1C=C(C2=CC=CC=C12)CC(C(=O)O)O.C([C@@H](C(=O)O)N)SSC[C@@H](C(=O)O)N cystine indole-3-lactate